(E)-2-(2,6-diisopropyl-4-(3-(6-(methylthio)benzofuran-2-yl)-3-oxoprop-1-en-1-yl)phenoxy)-2-methylpropanoic acid C(C)(C)C1=C(OC(C(=O)O)(C)C)C(=CC(=C1)\C=C\C(=O)C=1OC2=C(C1)C=CC(=C2)SC)C(C)C